2,8-Phenanthroline C1=NC=CC2=CC=C3C=NC=CC3=C12